Hydroxybutan OCCCC